C1(CC1)NC(C1=CC(=C(C=C1)OC)NCC#CC=1N=C2N(C=CC=C2N[C@H]2[C@H](CN(CC2)C)F)C1SC(F)(F)F)=O N-cyclopropyl-3-{[3-(8-{[(3S,4R)-3-fluoro-1-methylpiperidin-4-yl]amino}-3-[(trifluoromethyl)sulfanyl]imidazo[1,2-a]pyridin-2-yl)prop-2-yn-1-yl]amino}-4-methoxybenzamide